FCC(OC=1C=C2C(N(C(N(C2=CC1)C1CCN(CC1)C=O)=O)CC1=CC=C(C=C1)C1=CSC=C1)=O)CF 4-{6-[2-fluoro-1-(fluoromethyl)ethoxy]-2,4-dioxo-3-(4-(thiophen-3-yl)-benzyl)-3,4-dihydroquinazolin-1(2H)-yl}piperidine-1-carbaldehyde